FC(S(=O)(=O)N[C@@H]1[C@@H](N(CC12CC2)C(=O)NCC2(CC2)F)CC=2C(=C(C=CC2)C2=CC=CC=C2)F)F (6S,7S)-7-((difluoromethyl)sulfonamido)-6-((2-fluoro-[1,1'-biphenyl]-3-yl)methyl)-N-((1-fluorocyclopropyl)methyl)-5-azaspiro[2.4]heptane-5-carboxamide